CCN\\1C2=CC=CC=C2C(/C1=C/C=C/C=C/C=C/C3=[N+](C4=CC=CC=C4C3(C)C)CC)(C)C The molecule is the cationic form of a C7 cyanine dye having 1-ethyl-3,3-dimethylindoleinine units at each end. It has a role as a fluorochrome. It is a cyanine dye and an indolium ion.